O=C1NC(CCC1N1C(C2=CC=CC(=C2C1=O)NC1CCC(CC1)CO)=O)=O 2-(2,6-dioxopiperidin-3-yl)-4-{[(1s,4s)-4-(hydroxymethyl)cyclohexyl]amino}isoindole-1,3-dione